[Mg].[Si](=O)=O silicon dioxide compound with magnesium